tert-butyl (4-(1-(((S)-2-amino-3,3,3-trifluoropropyl)amino)-2-methoxyethyl)pyridin-2-yl)carbamate N[C@@H](CNC(COC)C1=CC(=NC=C1)NC(OC(C)(C)C)=O)C(F)(F)F